methyl 2-[4-[2-[1-(6,7-dihydro-5H-pyrrolo[1,2-c]imidazol-1-yl)-2-oxo-2-(thiazol-2-ylamino) ethyl]-7-fluoro-3-oxo-isoindol-5-yl] phenyl]-2-azaspiro[3.3]heptane-6-carboxylate C1(=C2N(C=N1)CCC2)C(C(NC=2SC=CN2)=O)N2CC1=C(C=C(C=C1C2=O)C2=CC=C(C=C2)N2CC1(C2)CC(C1)C(=O)OC)F